tertbutyl 4-[3-(2,5-dioxopyrrol-1-yl)propyl]piperazine-1-carboxylate O=C1N(C(C=C1)=O)CCCN1CCN(CC1)C(=O)OC(C)(C)C